(NE)-N-[(5-chloro-2-methoxyphenyl)methylene]hydroxylamine ClC=1C=CC(=C(C1)\C=N\O)OC